Diphenylacetic anhydride C1(=CC=CC=C1)C(C(=O)OC(C(C1=CC=CC=C1)C1=CC=CC=C1)=O)C1=CC=CC=C1